OC=1C=C(C=NC1)C#CC=1C=C(C(=O)N2CCN(CC2)C2=CC=C(N=N2)C(=O)NCCC)C=C(C1)C(F)(F)F 6-[4-[3-[2-(5-Hydroxypyridin-3-yl)ethynyl]-5-(trifluoromethyl)benzoyl]piperazin-1-yl]-N-propylpyridazine-3-carboxamide